9-methyl-3-(3-oxo-3-(4-(3-(trifluoromethyl)phenyl)piperazin-1-yl)propyl)-3,5-dihydro-2H-chromeno[4,3-d]pyrimidin-2-one CC1=CC2=C(C=C1)OCC=1C2=NC(N(C1)CCC(N1CCN(CC1)C1=CC(=CC=C1)C(F)(F)F)=O)=O